4-(4-(2-(5-amino-8-(furan-2-yl)-1-methyl-2-oxo-1H-pyrazolo[5,1-i]purin-3(2H)-yl)ethyl)piperazin-1-yl)-3-fluoro-N-(2-hydroxyethyl)benzamide NC=1N2C(C=3N(C(N(C3N1)CCN1CCN(CC1)C1=C(C=C(C(=O)NCCO)C=C1)F)=O)C)=CC(=N2)C=2OC=CC2